(2S)-2-[(5Z)-5-[[4-[(E)-3-(4-Fluorophenyl)-3-oxoprop-1-enyl]phenyl]methylidene]-4-oxo-2-sulfanylidene-1,3-thiazolidin-3-yl]-3-phenylpropanoic acid FC1=CC=C(C=C1)C(/C=C/C1=CC=C(C=C1)\C=C/1\C(N(C(S1)=S)[C@H](C(=O)O)CC1=CC=CC=C1)=O)=O